ClC=1C=CC=C2C(N(C(=NC12)C)C1=CC=C(C=C1)O)=O 8-Chloro-3-(4-hydroxyphenyl)-2-methylquinazolin-4(3H)-one